9-(4-(2-(4-(tert-butyl)naphthalen-2-yl)-5-(trifluoromethyl)pyridin-4-yl)phenyl)-9H-carbazole C(C)(C)(C)C1=CC(=CC2=CC=CC=C12)C1=NC=C(C(=C1)C1=CC=C(C=C1)N1C2=CC=CC=C2C=2C=CC=CC12)C(F)(F)F